N-(azetidin-3-yl)-N-(pyridin-2-yl)pyridin-2-amine hydrochloride Cl.N1CC(C1)N(C1=NC=CC=C1)C1=NC=CC=C1